Cl.ClC1=C(C=CC(=C1)Cl)C=1CCCC2=C(C1C1=CC=C(C=C1)O[C@@H]1CN(CC1)CCCF)C=CC(=C2)C=2N(/C(/SC2)=N/C)C (S,Z)-4-(8-(2,4-dichlorophenyl)-9-(4-((1-(3-fluoropropyl)pyrrolidin-3-yl)oxy)phenyl)-6,7-dihydro-5H-benzo[7]annulen-3-yl)-N,3-dimethylthiazol-2(3H)-imine hydrochloride